7-(6-Chloro-3-trifluoromethyl-pyridin-2-ylmethyl)-5-[1-(2-fluoro-6-methyl-phenyl)-piperidin-4-yl]-2-methyl-2,4,5,7-tetrahydro-pyrazolo[3,4-d]pyrimidin-6-on ClC1=CC=C(C(=N1)CN1C(N(CC=2C1=NN(C2)C)C2CCN(CC2)C2=C(C=CC=C2C)F)=O)C(F)(F)F